(4-amino-4-methylpiperidin-1-yl)-6-((2,3-dichlorophenyl)thio)-5-hydroxypyrazine-2-carboxylic acid methyl ester COC(=O)C1=NC(=C(N=C1N1CCC(CC1)(C)N)O)SC1=C(C(=CC=C1)Cl)Cl